sodium (2-chloro-2,2-difluoro-acetyl) oxide ClC(C(=O)OC(C(Cl)(F)F)=O)(F)F.[Na]